C1(CC1)C1=CN=C2C(=N1)N(N=C2N)C(C)C 6-cyclopropyl-1-isopropyl-1H-pyrazolo[3,4-b]pyrazin-3-amine